BrC=1C=C2CN(CC2=CC1)[C@@H]1CC[C@H](CC1)NC(OC(C)(C)C)=O tert-butyl ((trans)-4-(5-bromoisoindolin-2-yl)cyclohexyl)carbamate